N-((1H-pyrrol-3-yl)methyl)prop-2-yn-1-amine N1C=C(C=C1)CNCC#C